3-fluoro-2-(hydroxymethyl)-5,6-dihydroimidazo[1,2-a]pyrazine-7(8H)-carboxylic acid tert-butyl ester C(C)(C)(C)OC(=O)N1CC=2N(CC1)C(=C(N2)CO)F